4-(5-(1-propenoylpyrrolidin-3-yl)pyrrolo[1,2-c]pyrimidin-7-yl)-3-fluoro-N-(4-methoxypyridin-2-yl)benzamide C(C=C)(=O)N1CC(CC1)C=1C=C(N2C=NC=CC21)C2=C(C=C(C(=O)NC1=NC=CC(=C1)OC)C=C2)F